C1(CCC1)C1CN(C1)C=1C=2N(N=C(C1)C=1C(NC(NC1)=O)=O)C=CN2 5-(8-(3-cyclobutylazetidin-1-yl)imidazo[1,2-b]pyridazin-6-yl)pyrimidine-2,4(1H,3H)-dione